7-CYANOBENZO[B]THIOPHEN-2-YLBORONIC ACID C(#N)C1=CC=CC2=C1SC(=C2)B(O)O